CN1N=NC(=C1C=1C=C2C(=NC1)C1=C(N2[C@@H](C2CCOCC2)C2=CC=CC=C2)C(=C(S1)C(=O)O)C(C)C)C (S)-6-(1,4-dimethyl-1H-1,2,3-triazol-5-yl)-3-isopropyl-4-(phenyl-(tetrahydro-2H-pyran-4-yl)methyl)-4H-thieno[2',3':4,5]pyrrolo[3,2-b]pyridine-2-carboxylic acid